tert-butyl (3-(3-sulfamoylphenyl)imidazo[1,2-a]pyridin-6-yl)carbamate tert-butyl-(3-(3-sulfamoylphenyl)imidazo[1,2-a]pyridin-6-yl)carbamate C(C)(C)(C)N(C(O)=O)C=1C=CC=2N(C1)C(=CN2)C2=CC(=CC=C2)S(N)(=O)=O.S(N)(=O)(=O)C=2C=C(C=CC2)C2=CN=C1N2C=C(C=C1)NC(OC(C)(C)C)=O